[Ir].CC1=C(C=C(C(=O)NC2=CC(=CC=C2)C(F)(F)F)C=C1)C1CN(CC1)C=1C=NC=C(C1)N1CCOCC1 4-methyl-3-(1-(5-morpholinopyridin-3-yl)pyrrolidin-3-yl)-N-(3-(trifluoromethyl)phenyl)benzamide iridium